(S)-2-methyl-6-(6-morpholino-1H-imidazo[4,5-c]pyridin-2-yl)-7-((1-(oxazol-4-yl)ethyl)amino)-2,4-dihydro-5H-pyrazolo[4,3-b]pyridin-5-one CN1N=C2C(NC(C(=C2N[C@@H](C)C=2N=COC2)C=2NC3=C(C=NC(=C3)N3CCOCC3)N2)=O)=C1